CC1=C(C=CC=C1)COC=1C=NC=C(C1)C=1C=NN(C1)C1CCNCC1 3-((2-Methylphenyl)methoxy)-5-(1-(piperidin-4-yl)-1H-pyrazol-4-yl)pyridine